CC1=NC(=CC=C1NC1CC2(C1)CC(C2)N)N2CCOC1(CC1)C2 N2-(2-methyl-6-(4-oxa-7-azaspiro[2.5]octan-7-yl)pyridin-3-yl)spiro[3.3]heptane-2,6-diamine